ClC=1C=CC(=NC1)C1=CC(=C(C(=C1)C)C1C(CC2(CC1=O)CCC(CC2)NC(C)=O)=O)C N-[3-[4-(5-chloro-2-pyridinyl)-2,6-dimethyl-phenyl]-2,4-dioxo-spiro[5.5]undecan-9-yl]acetamide